C1(=CC(=CC=C1)N(C1=CC=C(C=C1)C1=CC=CC=C1)C1=CC=C(C=C1)C1=CC=C(C=C1)C1=CC=C(C=C1)N(C=1C=C(C=CC1)C1=CC=CC=C1)C1=CC=C(C=C1)C1=CC=CC=C1)C1=CC=CC=C1 bis{(biphenyl-3-yl)-(biphenyl-4-yl)amino}-1,1':4',1''-terphenyl